azodiisobutyramidine hydrochloride Cl.N(=NC(C(=N)N)(C)C)C(C(=N)N)(C)C